tert-Butyl 3-(5-bromo-4-(2-ethoxy-1,1-difluoro-2-oxoethoxy)-7-(thiazol-2-yl)benzo[d]oxazol-2-yl)-3,6-diazabicyclo[3.1.1]heptane-6-carboxylate BrC=1C=C(C2=C(N=C(O2)N2CC3N(C(C2)C3)C(=O)OC(C)(C)C)C1OC(C(=O)OCC)(F)F)C=1SC=CN1